NC1=C(NC[C@@H]2CC[C@H](CC2)C(=O)OC)C=CC(=C1)C#N methyl trans-4-[(2-amino-4-cyano-anilino)methyl]cyclohexanecarboxylate